ClC1=C(CNOC)C=CC=C1 N-(2-chlorobenzyl)-O-methylhydroxylamine